BrC1=C(C=C(C(=O)N2CC=3NC(N(C(C3C[C@H]2C)=O)C2=CC(=C(C(=O)NC)C=C2)Cl)=S)C=C1)C(F)(F)F (R)-4-(7-(4-bromo-3-(trifluoromethyl)benzoyl)-6-methyl-4-oxo-2-thioxo-1,4,5,6,7,8-hexahydropyrido[3,4-d]pyrimidin-3(2H)-yl)-2-chloro-N-methylbenzamide